(R)-1-(4-((1-(3-(2-(azetidin-1-yl)-1,1-difluoroethyl)-2-fluorophenyl)ethyl)amino)-7-methoxy-2-methylpyrido[2,3-d]pyrimidin-6-yl)cyclopropane-1-carbonitrile N1(CCC1)CC(F)(F)C=1C(=C(C=CC1)[C@@H](C)NC=1C2=C(N=C(N1)C)N=C(C(=C2)C2(CC2)C#N)OC)F